Benzyl [(3-{[(2-methylpropan-2-yl)oxy]carbonyl}-3,8-diazabicyclo[3.2.1]oct-8-yl)amino]methanoate CC(C)(C)OC(=O)N1CC2CCC(C1)N2NC(=O)OCC2=CC=CC=C2